Cl.Cl.N[C@H](C(=O)NC1=CC=C(C=C1)C1=C(C=NC=C1OC)F)C(C1=CC=CC=C1)C1=CC=CC=C1 (S)-2-amino-N-(4-(3-fluoro-5-methoxypyridin-4-yl)phenyl)-3,3-diphenylpropaneAmide dihydrochloride